Benzyl 2'-(difluoromethyl)-6-(4,5-dimethyl-6-oxopyrimidin-1(6H)-yl)-5'-methoxy-[4,4'-bipyridine]-3-carboxylate FC(C1=NC=C(C(=C1)C1=C(C=NC(=C1)N1C=NC(=C(C1=O)C)C)C(=O)OCC1=CC=CC=C1)OC)F